1,2-Pentylene carbonate C1(OCC(CCC)O1)=O